C(C)(C)(C)OC(=O)N1C[C@@H]2COC3=C(CN2CC1)C=C(C(=C3F)C3=C(C=CC=C3O)Cl)OCC3=CC=NC=C3 (12AR)-9-(2-chloro-6-hydroxyphenyl)-10-fluoro-8-[(pyridin-4-yl)methoxy]-3,4,12,12a-tetrahydro-6H-pyrazino[2,1-c][1,4]benzoxazepine-2(1H)-carboxylic acid tert-butyl ester